(Z)-2-(2-(pyridin-3-yl)ethyl)thiazole-5-carbaldehyde oxime N1=CC(=CC=C1)CCC=1SC(=CN1)\C=N/O